Cl.CC1=C(C=CC(=C1)C1=NC=NN2C1=CC(=C2)C=2C=NN(C2)C)[C@@H](C)N (R)-1-(2-methyl-4-(6-(1-methyl-1H-pyrazol-4-yl)pyrrolo[2,1-f][1,2,4]triazin-4-yl)phenyl)ethan-1-amine hydrochloride